5-([1,1'-biphenyl]-2-yloxy)-3-methyl-3H-imidazo[4,5-b]pyridine C1(=C(C=CC=C1)OC1=CC=C2C(=N1)N(C=N2)C)C2=CC=CC=C2